C(C)(=O)O[SiH](CON(C(C)C)C(C)C)OC(C)=O diacetoxydi(methylethyl)aminoxymethylsilane